ClN1C(C2(C=3C=NC=CC31)CCOCC2)=O chloro-2,3,5,6-tetrahydrospiro[pyran-4,3'-pyrrolo[3,2-c]pyridin]-2'(1'H)-one